C(=O)C1=CC=C(N=N1)OC1=CC=C(C=C1)C(C)(C)C1=CC=C(OC2CC(C2)NC(OC(C)(C)C)=O)C=C1 tert-butyl ((1r,3r)-3-(4-(2-(4-((6-formylpyridazine-3-yl)oxy)phenyl)propan-2-yl)phenoxy)cyclobutyl)carbamate